ClC1=NC(=CC(=N1)N1C[C@H]2CC[C@@H](C1)N2C(=O)OC(C)(C)C)C tert-butyl (1R,5S)-3-(2-chloro-6-methylpyrimidin-4-yl)-3,8-diazabicyclo[3.2.1]octane-8-carboxylate